tert-butyl N-[(3S,6S,10aS)-3-[(3R,4S)-3-cyano-4-(2-oxo-1,2-dihydropyridin-4-yl)pyrrolidine-1-carbonyl]-5-oxo-decahydropyrrolo[1,2-a]azocin-6-yl]carbamate C(#N)[C@H]1CN(C[C@@H]1C1=CC(NC=C1)=O)C(=O)[C@@H]1CC[C@H]2N1C([C@H](CCCC2)NC(OC(C)(C)C)=O)=O